(R)-(+)-4-((5-(3-hydroxy-3-methyl-2-oxoindolin-1-yl)pyridin-3-yl)methyl)phthalazin-1(2H)-one hydrochloride Cl.O[C@]1(C(N(C2=CC=CC=C12)C=1C=C(C=NC1)CC1=NNC(C2=CC=CC=C12)=O)=O)C